C(C)(C)(C)OC(=O)N1C(CNCC1)C=1C2=C(N=CN1)N(C=C2C2=C(C=CC=C2)F)S(=O)(=O)C2=CC=C(C)C=C2 (5-(2-fluorophenyl)-7-tosyl-7H-pyrrolo[2,3-d]pyrimidin-4-yl)piperazine-1-carboxylic acid tert-butyl ester